O[C@H]1C[C@@]2([C@]([C@@H](C[C@H]2[C@@H]2CCC3=CC(C=C[C@@]3([C@@H]12)C)=O)O)(C(CO)=O)O)C (8S,9S,10R,11S,13S,14S,16R,17S)-11,16,17-trihydroxy-17-(2-hydroxyacetyl)-10,13-dimethyl-6,7,8,9,10,11,12,13,14,15,16,17-dodecahydro-3H-cyclopenta[a]phenanthren-3-one